2,6-dibutyl-1,4-phenylene ether C(CCC)C1=C2C(=CC(=C1)O2)CCCC